CN(C=1C=CC2=C([Si](C3=C(C2=CCCC(=O)NCCOCCOCCOCCOCCC(=O)NCCOCCOCCCCCCCl)C=CC(=C3)N(C)C)(C(C)C)C(C)C)C1)C 1-(4-(3,7-Bis(dimethylamino)-5,5-diisopropyldibenzo[b,e]silin-10(5H)-yliden)butanamido)-N-(2-(2-((6-chlorohexyl)oxy)ethoxy)ethyl)-3,6,9,12-tetraoxapentadecan-15-amid